2-[2-ethoxy-4-(trifluoromethyl)imidazo[1,2-a]1,8-naphthyridin-8-yl]-1,3,4-oxadiazole C(C)OC=1C=C(C=2C=CC=3N(C2N1)C=C(N3)C=3OC=NN3)C(F)(F)F